CN1C=C(C[C@@H](N)C(=O)OCCN2N=CC(=C2)C#CC=2C=CC=C3C=C(N(C(C23)=O)C2=CC=CC=C2)[C@H](C)NC(=O)C=2C(=NN3C2N=CC=C3)N)C3=CC=CC=C13 2-(4-((3-((S)-1-(2-aminopyrazolo[1,5-a]pyrimidine-3-carboxamido)ethyl)-1-oxo-2-phenyl-1,2-dihydroisoquinolin-8-yl)ethynyl)-1H-pyrazol-1-yl)ethyl 1-methyl-D-tryptophanate